FC1(CC=C(CC1)C1=C(C(=NC=C1)C1=CC=C(C=C1)F)NC(=O)C=1C=NC(=NC1)C(C)C)F N-(4-(4,4-difluorocyclohex-1-en-1-yl)-2-(4-fluorophenyl)pyridin-3-yl)-2-isopropylpyrimidine-5-carboxamide